3-(3-morpholinyl-propionyl)-5-methyl-7-benzyloxycoumarin N1(CCOCC1)CCC(=O)C=1C(OC2=CC(=CC(=C2C1)C)OCC1=CC=CC=C1)=O